3-((S)-2-hydroxy-3-((S)-8-(4-methoxy-3-methylphenylsulfonyl)-1-oxa-8-azaspiro[4.5]decan-3-ylamino)propoxy)-N-methylbenzenesulfonamide O[C@H](COC=1C=C(C=CC1)S(=O)(=O)NC)CN[C@@H]1COC2(C1)CCN(CC2)S(=O)(=O)C2=CC(=C(C=C2)OC)C